CC1(N(CCNC1=O)C(=O)OCC1=CC=CC=C1)C(NNC(=O)C=1C(=NC=CC1)NC1=CC=C(C=C1)C(F)(F)F)=O benzyl 2-methyl-3-oxo-2-[[[2-[4-(trifluoromethyl)anilino]pyridine-3-carbonyl]amino]carbamoyl]piperazine-1-carboxylate